ClC=1C(=C(C=CC1)NC1=NC=NC2=CC(=C(C=C12)N)C#CC1(CN(CC1(F)F)C)C)F N4-(3-chloro-2-fluorophenyl)-7-((4,4-difluoro-1,3-dimethylpyrrolidin-3-yl)ethynyl)quinazoline-4,6-diamine